COC1=CC=C(C=C1)CNC1=NC(=NC=2N1N=CC2C=2SC=CN2)N2CCN(CC2)C(=O)OCC2=CC=CC=C2 benzyl 4-[4-{[(4-methoxyphenyl)methyl]amino}-8-(1,3-thiazol-2-yl)pyrazolo[1,5-a][1,3,5]triazin-2-yl]piperazine-1-carboxylate